C=C\C=C\CCCCCC(CCCCCC)=O (E)-10-hexadecadienal